N-(2-((5-(3-((3S,4R)-4-(3,4-difluorophenyl)-1-(2-methoxyethyl)pyrrolidin-3-yl)ureido)-4-methyl-1-phenyl-1H-pyrazol-3-yl)oxy)ethyl)acetamide FC=1C=C(C=CC1F)[C@H]1[C@@H](CN(C1)CCOC)NC(NC1=C(C(=NN1C1=CC=CC=C1)OCCNC(C)=O)C)=O